C(C)(=O)OC(C1=CC(=NC=C1)C(N)=S)C=1C(=C2C=CNC2=CC1F)Br (4-bromo-6-fluoro-1H-indol-5-yl)(2-carbamothioylpyridin-4-yl)methyl acetate